(R)-1-(p-tolyl)ethyl (2R,6R)-2,6-dimethyl-4-(6-(1-methyl-1H-pyrazol-4-yl)pyrazolo[1,5-a]pyridin-3-yl)piperazine-1-carboxylate C[C@H]1N([C@@H](CN(C1)C=1C=NN2C1C=CC(=C2)C=2C=NN(C2)C)C)C(=O)O[C@H](C)C2=CC=C(C=C2)C